ClC=1C=NN(C1C1=NN2C(N(CCC2)C(C(F)(F)F)C2=CC(=C(C=C2)C=2N(C=C(N2)C(F)(F)F)C(C)C)F)=C1)C(C)C 2-(4-chloro-1-isopropyl-1H-pyrazol-5-yl)-4-(2,2,2-trifluoro-1-(3-fluoro-4-(1-isopropyl-4-(trifluoromethyl)-1H-imidazol-2-yl)phenyl)ethyl)-4,5,6,7-tetrahydropyrazolo[1,5-a]pyrimidine